6-[4-ethanesulfonyl-2-(trifluoromethyl)piperazin-1-yl]-4-(1H-pyrrolo[2,3-b]pyridin-4-yl)-1H-pyridin-2-one C(C)S(=O)(=O)N1CC(N(CC1)C1=CC(=CC(N1)=O)C1=C2C(=NC=C1)NC=C2)C(F)(F)F